(2S,4r)-1-[(2S)-2-(4-cyclopropyl-triazol-1-yl)-3,3-dimethyl-butyryl]-N-[[1-[(3,4-dimethylphenyl)carbamoyl]cyclopentyl]methyl]-4-hydroxy-pyrrolidine-2-carboxamide C1(CC1)C=1N=NN(C1)[C@H](C(=O)N1[C@@H](C[C@H](C1)O)C(=O)NCC1(CCCC1)C(NC1=CC(=C(C=C1)C)C)=O)C(C)(C)C